FC1=CC=C2C=NC(=NC2=C1C1=NC=CC(=C1)NC(C=C)=O)NC=1C(=NC(=CC1)N1CCN(CC1)C)OC N-(2-(7-fluoro-2-((2-methoxy-6-(4-methylpiperazin-1-yl)pyridin-3-yl)amino)quinazolin-8-yl)pyridin-4-yl)acrylamide